BrC1=C(NC2=NN(C=3C2=NC=C(C3)C=NC(C(=O)O)(CO)C)C)C=CC=C1C1=CC=CC=C1 2-((3-(2-bromo-3-phenylanilino)-1-methylpyrazolo[4,5-b]pyridin-6-ylmethylene)amino)-2-methyl-3-hydroxypropionic acid